(1R,3aS,6aR)-N-((R,E)-4-fluoro-4-(methylsulfonyl)-1-((R)-2-oxopyrrolidin-3-yl)but-3-en-2-yl)-2-(9-hydroxy-9H-fluorene-9-carbonyl)octahydrocyclopenta[c]pyrrole-1-carboxamide F\C(=C/[C@@H](C[C@@H]1C(NCC1)=O)NC(=O)[C@@H]1N(C[C@@H]2[C@H]1CCC2)C(=O)C2(C1=CC=CC=C1C=1C=CC=CC21)O)\S(=O)(=O)C